OC(=O)C(F)(F)F.NCCN(C(C)C1=C(C(=CS1)C#N)F)C1CC1 5-[1-[2-Aminoethyl-(cyclopropyl)amino]ethyl]-4-fluoro-3-thiophenecarbonitrile TFA salt